Imidazole Ruthenium (Ii) [Ru+2].N1C=NC=C1